4-bromo-2-[3-(3-bromophenyl)ureido]-N-(2-amino-ethyl)benzamide BrC1=CC(=C(C(=O)NCCN)C=C1)NC(=O)NC1=CC(=CC=C1)Br